5-(5,6-dimethoxybenzo[b]selenophen-2-yl)-5-oxo-pentanoic acid COC1=CC2=C([Se]C(=C2)C(CCCC(=O)O)=O)C=C1OC